C(#N)C=1C(=NC=C(C(=O)NC2=CC(=C(C=C2)C)NC2=NC=CC=C2C2=C3N=CN(C3=NC=N2)C2OCCCC2)C1)C 5-cyano-6-methyl-N-(4-methyl-3-((3-(9-(tetrahydro-2H-pyran-2-yl)-9H-purin-6-yl)pyridin-2-yl)amino)phenyl)-nicotinamide